C(C(C)C)(=O)OC[C@H]1O[C@]([C@@H]([C@@H]1O)O)(C1=CC=C2C(N(C=NN21)COP(=O)(O)O)=N)C#N ((2R,3S,4R,5R)-5-cyano-3,4-dihydroxy-5-(4-imino-3-((phosphonooxy)methyl)-3,4-dihydropyrrolo[2,1-f][1,2,4]triazin-7-yl)tetrahydrofuran-2-yl)methyl isobutyrate